C(C)(C)(C)O[C@@H]([C@H](NC(C(F)(F)Cl)=O)C(=O)N1[C@@H]([C@H]2C([C@H]2C1)(C)C)C(=O)N[C@H](C=O)C[C@H]1C(NCC1)=O)C (1R,2S,5S)-3-(O-tert-butyl-N-(2-chloro-2,2-difluoroacetyl)-L-threonyl)-6,6-dimethyl-N-((S)-1-oxo-3-((S)-2-oxopyrrolidin-3-yl)propan-2-yl)-3-azabicyclo[3.1.0]hexane-2-carboxamide